OC=1C=C2CCC3([C@@H](C2=CC1)C1=CC=C(C=C1)N1CCC(CC1)C=O)CCC3 (R)-1-(4-(6'-hydroxy-3',4'-dihydro-1'H-spiro[cyclobutane-1,2'-naphthalene]-1'-yl)phenyl)piperidine-4-carbaldehyde